ClCC1OC(OC1C)=O 4-chloromethyl-5-methyl-1,3-dioxolan-2-one